CNC(=O)C1=CC=C(C=C1)NC=1N=CC2=C(N1)N(C(=C2)C(=O)O)CC2=NC=CN=C2N(S(=O)(=O)C)C 2-((4-(methylcarbamoyl)phenyl)amino)-7-((3-(N-methylmethylsulfonamido)pyrazin-2-yl)methyl)-7H-Pyrrolo[2,3-d]pyrimidine-6-carboxylic acid